butanediamine pyrophosphate OP(O)(=O)OP(=O)(O)O.C(CCC)(N)N